CS(=O)(=O)[C@@H]1C[C@@H](CN(C1)C1=CC=CC=C1)S(=O)(=O)C1=CC=C(C(=O)OC)C=C1 cis-Methyl 4-((5-(methylsulfonyl)-1-phenylpiperidin-3-yl)sulfonyl)benzoate